C(C)(C)(C)OC(=O)N1C[C@]2(C[C@H]1C(N)=O)C(NC1=CC=CC=C12)=O (3R,5'S)-5'-carbamoyl-2-oxospiro[indoline-3,3'-pyrroline]-1'-carboxylic acid tert-butyl ester